alpha-tetronic acid C1COC(=O)C1=O